ClC=1SC(=CC1CC(=O)OCC1=NC(=CC=C1)Br)Cl (6-bromopyridin-2-yl)methyl (2,5-dichlorothiophen-3-yl)acetate